3-Hydroxy-1-cyclohexenylethynyl-isoindoline OC1NC(C2=CC=CC=C12)C#CC1=CCCCC1